FC(CC(C(=O)NC1=NC=CC(=C1)C1=C(C=2N=CN=C(C2N1)OCC(F)(F)F)C1=NC=CC=C1)C1=CC=C(C=C1)F)(F)F 4,4,4-trifluoro-2-(4-fluorophenyl)-N-{4-[7-(pyridin-2-yl)-4-(2,2,2-trifluoroethoxy)-5H-pyrrolo[3,2-d]pyrimidin-6-yl]pyridin-2-yl}butanamide